BrC1=CC(=C(C(=O)OC)C(=C1)F)CBr methyl 4-bromo-2-(bromomethyl)-6-fluoro-benzoate